FC1=CC=C2C=C(NC2=C1)B(O)O 6-FLUORO-1H-INDOLE-2-BORONIC ACID